C(#N)C1=C(N=C2N(C1=O)C=C(C=C2[C@@H](C)NC2=C(C(=O)O)C=CC=C2)C2CC2)N2CCC(CC2)(F)F (R)-2-((1-(3-cyano-7-cyclopropyl-2-(4,4-difluoropiperidin-1-yl)-4-oxo-4H-pyrido[1,2-a]pyrimidin-9-yl)ethyl)amino)benzoic acid